ClC=1C(=C(NC=2C3=C(N=CN2)C=CC(=N3)O[C@@H]3CN(CC3)C(C=C)=O)C=CC1OCC1CCOCC1)F 1-[(3S)-3-[4-[3-chloro-2-fluoro-4-(tetrahydropyran-4-ylmethoxy)anilino]pyrido[3,2-d]pyrimidin-6-yl]oxypyrrolidin-1-yl]prop-2-en-1-one